tetrahydro-2-benzazepin-3-one C1NC(CCC2=C1C=CC=C2)=O